tert-butylperoxy-cumene C(C)(C)(C)OOC1=C(C=CC=C1)C(C)C